o-trifluoromethyl-α-bromoacetophenone FC(C1=C(C=CC=C1)C(CBr)=O)(F)F